ClC1=C(C(=CC=C1)Cl)C#CC=1C=C2CCC(C2=CC1)N1CCC(CC1)(C(=O)OCC)F ethyl 1-(5-((2,6-dichlorophenyl) ethynyl)-2,3-dihydro-1H-inden-1-yl)-4-fluoro-piperidine-4-carboxylate